5-(2-chloropyrimidin-4-yl)-1-methyl-2-oxa-5-azabicyclo[2.2.1]heptane ClC1=NC=CC(=N1)N1C2COC(C1)(C2)C